O[C@@H](C(=O)O)CC(C)C |r| DL-α-hydroxyisohexanoic acid